2-(2-methoxyphenylamino)-4-(phenylamino)pyrimidine-5-carboxamide COC1=C(C=CC=C1)NC1=NC=C(C(=N1)NC1=CC=CC=C1)C(=O)N